N1C(=NC2=C1C=CC=C2)C2=C(C(=NN2)NC(C2=CC(=C(C=C2)OC)Cl)=O)Cl N-[5-(1H-benzimidazol-2-yl)-4-chloro-1H-pyrazol-3-yl]-3-chloro-4-methoxy-benzamide